ClC1=C(C=CC=C1NC1=C(C=CC=C1)OC(C)C)[C@@]1(CC(N(C(N1)=N)C1CCOCC1)=O)C (6S)-6-[2-Chloro-3-(2-isopropoxyanilino)phenyl]-2-imino-6-methyl-3-(tetrahydro-pyran-4-yl)hexahydropyrimidin-4-one